C1=CC=C2C(=C1)C(=CN2)CC(=O)N[C@@H](CC(=O)O)C(=O)O The molecule is an N-acyl-L-aspartic acid in which the acyl group is specified as indole-3-acetyl. It has a role as a plant metabolite. It is an indole-L-aspartic acid conjugate, an indoleacetic acid amide conjugate and a N-acyl-L-aspartic acid. It derives from an indole-3-acetic acid. It is a conjugate acid of a N-(indole-3-acetyl)-L-aspartate(2-).